3-nitro-6-(trifluoromethyl)pyridin-2-ol [N+](=O)([O-])C=1C(=NC(=CC1)C(F)(F)F)O